1-(difluoromethyl)-3-methyl-4-(4,4,5,5-tetramethyl-1,3,2-dioxaborolan-2-yl)pyrazole FC(N1N=C(C(=C1)B1OC(C(O1)(C)C)(C)C)C)F